FC(C(C(=O)O)=C)(F)F 2-(trifluoromethyl)acrylic acid